tert-butyl N-[3-[4-bromo-1-(2,2,2-trifluoroethyl)indol-2-yl]prop-2-ynyl]-N-(2-methoxy-4-methylsulfonyl-phenyl)carbamate BrC1=C2C=C(N(C2=CC=C1)CC(F)(F)F)C#CCN(C(OC(C)(C)C)=O)C1=C(C=C(C=C1)S(=O)(=O)C)OC